2,3-dihydro-1H-inden-2-yl 3-(10-(benzyloxy)-2-methyl-4-oxo-5,6-dihydro-2H-2,6-methanobenzo[g][1,3,5]oxadiazocin-3(4H)-yl)benzoate C(C1=CC=CC=C1)OC1=CC=CC=2C3NC(N(C(OC21)(C3)C)C=3C=C(C(=O)OC2CC1=CC=CC=C1C2)C=CC3)=O